FC1(CCN(CC1)C1=C(C=CC(=N1)NC(C1=C(C=C(C=C1)NS(=O)(=O)CCO)N1CCC2(CC2)CC1)=O)S(=O)(=O)C)F N-(6-(4,4-difluoropiperidin-1-yl)-5-(methylsulfonyl)pyridin-2-yl)-4-(2-hydroxyethylsulfonylamino)-2-(6-azaspiro[2.5]oct-6-yl)benzamide